C(C)C1=C(C(=CC(=C1)C1=CC(=C(C(=C1)C)O)CC)C)O 2,2'-diethyl-6,6'-dimethyl-4,4'-biphenol